FC1=C(C=CC(=C1)C(F)(F)F)CO[C@@H]1C[C@H](C1)C(=O)O Trans-3-[[2-fluoro-4-(trifluoromethyl)phenyl]methoxy]cyclobutanecarboxylic acid